6-(4-Amino-2,6-dichlorophenoxy)-2-benzyl-3,4-dihydroisoquinolin-1(2H)-one NC1=CC(=C(OC=2C=C3CCN(C(C3=CC2)=O)CC2=CC=CC=C2)C(=C1)Cl)Cl